C(C)OC(C(CN(C1CCCC1)C1=NC(=NC=C1[N+](=O)[O-])Cl)(C)C)=O 3-((2-chloro-5-nitropyrimidin-4-yl)(cyclopentyl)amino)-2,2-dimethylpropionic acid ethyl ester